COC(C1=NC=C(C=C1Cl)NC1=C(C=CC=C1)[N+](=O)[O-])=O 3-chloro-5-((2-nitrophenyl)amino)picolinic acid methyl ester